C(C)C(C(CC(=O)[O-])=O)CC.CC([O-])C.CC([O-])C.[Ti+3] titanium diisopropoxide bis-ethylacetoacetate